2-((2-chloro-5-fluoropyrimidin-4-yl)amino)-1-fluoro-5,6,8,9,10,11-hexahydro-7H-pyrido[3',4':4,5]pyrrolo[2,3-f]isoquinolin-7-one ClC1=NC=C(C(=N1)NC=1N=CC=2CCC3=C(C2C1F)NC1=C3C(NCC1)=O)F